(R)-1-(4-(trifluoromethyl)pyridin-3-yl)pyrrolidin FC(C1=C(C=NC=C1)N1CCCC1)(F)F